2-Amino-N-(2,3-dihydro-1H-inden-2-yl)-6-((2-hydroxyphenyl)amino)pyrimidine-4-carboxamide NC1=NC(=CC(=N1)C(=O)NC1CC2=CC=CC=C2C1)NC1=C(C=CC=C1)O